(1R)-1-(6-(phenylsulfonyl)-1-(pyrrolidin-3-yl)-1,6-dihydroimidazo[4,5-d]Pyrrolo[2,3-b]Pyridin-2-yl)ethanol C1(=CC=CC=C1)S(=O)(=O)N1C=CC=2C1=NC=C1C2N(C(=N1)[C@@H](C)O)C1CNCC1